O=C1NC(CC[C@H]1NC=1C=C2CCC3(CCN(CC3)CC(=O)O)C2=CC1)=O |r| (±)-2-(5-((2,6-dioxopiperidin-3-yl)amino)-2,3-dihydrospiro[inden-1,4'-piperidin]-1'-yl)acetic acid